ClC=1C(N(C=C(C1)C1=C(C=CC(=C1)S(=O)(=O)CC)OCC1CC1)C)=O 3-chloro-5-[2-(cyclopropylmethoxy)-5-ethyl-sulfonylphenyl]-1-methylpyridin-2-one